CN1C(=NN=C1)SC(C)C=1C=C(C=CC1)C1CCC12OCCN(C2)C(=O)N (3-(1-((4-methyl-4H-1,2,4-triazol-3-yl)thio)ethyl)phenyl)-5-oxa-8-azaspiro[3.5]nonane-8-carboxamide